L-5-nitroguaiacol sodium [Na].[N+](=O)([O-])C1=CC=C(C(=C1)OC)O